BrC1=NC2=C(N1)C=CC(=C2)[N+](=O)[O-] 2-bromo-5-nitro-1H-benzimidazole